BrC1=C(C=C2CCN3C(C2=C1)=C(N=C3)C3CC(C3)(F)F)OC 9-bromo-1-(3,3-difluorocyclobutyl)-8-methoxy-5,6-dihydroimidazo[5,1-a]isoquinoline